N-[2-[(2-aminoethyl)(methyl)amino]ethyl]-2-[[2-(2,6-dioxopiperidin-3-yl)-1,3-dioxo-2,3-dihydro-1H-isoindol-4-yl]oxy]acetamide hydrochloride Cl.NCCN(CCNC(COC1=C2C(N(C(C2=CC=C1)=O)C1C(NC(CC1)=O)=O)=O)=O)C